NC1=NN(C2=C(C=C(C(=C12)OC1=C(C=CC(=C1)F)Cl)NC(C1=CC(=CC(=C1)C(F)(F)F)F)=O)C#CC(C)(C)O)C N-(3-Amino-4-(2-chloro-5-fluorophenoxy)-7-(3-hydroxy-3-methylbut-1-yn-1-yl)-1-methyl-1H-indazol-5-yl)-3-fluoro-5-(trifluoromethyl)benzamide